2-((6-methoxypyridin-3-yl)methyl)-1-oxo-N-phenyl-1,2-dihydro-phthalazine-6-sulfonamide COC1=CC=C(C=N1)CN1C(C2=CC=C(C=C2C=N1)S(=O)(=O)NC1=CC=CC=C1)=O